(R)-3-(1-(1-(4'-chloro-2'-methyl-[1,1'-biphenyl]-4-yl)butyl)-1H-indazole-5-carboxamido)propionic acid ClC1=CC(=C(C=C1)C1=CC=C(C=C1)[C@@H](CCC)N1N=CC2=CC(=CC=C12)C(=O)NCCC(=O)O)C